3-[(2-oxo-1,2-dihydroquinolin-7-yl)oxy]propylpiperidine O=C1NC2=CC(=CC=C2C=C1)OCCCN1CCCCC1